ClC1=CC(=CC=2CN(CCOC21)CC=2C=CC(=NC2)C(=O)OC)N2C=CC1=CC(=CC=C21)F methyl 5-((9-chloro-7-(5-fluoro-1H-indol-1-yl)-2,3-dihydrobenzo[f][1,4]oxazepin-4(5H)-yl)methyl)picolinate